(R)-1-(8-methyl-3-(3-methyl-1,2,4-thiadiazol-5-yl)-5,6-dihydroimidazo[1,5-a]pyrazin-7(8H)-yl)ethan-1-one C[C@@H]1C=2N(CCN1C(C)=O)C(=NC2)C2=NC(=NS2)C